2-(4-hydroxybenzyl)-2,3-dihydro-1H-pyrrolo[3,4-c]pyridin-1-one OC1=CC=C(CN2CC=3C=NC=CC3C2=O)C=C1